5-(benzyloxy)-2-methylenepentanoic acid tert-butyl ester C(C)(C)(C)OC(C(CCCOCC1=CC=CC=C1)=C)=O